CN(C1=NC=CC(=C1)C(F)(F)F)C1=NC=C(N=C1)N(C)C1=NC=CC(=C1)C(F)(F)F 2,5-bis(N-methyl-N'-(4-trifluoromethyl-2-pyridyl)amino)pyrazine